[1,3-bis-(2,4,6-trimethylphenyl)-2-imidazolidinylidene]dichloro(benzylidene)(tricyclohexylphosphine) ruthenium (II) [Ru+2].CC1=C(C(=CC(=C1)C)C)N1C(N(CC1)C1=C(C=C(C=C1C)C)C)=C1C(C(C(CC1)(P(C1CCCCC1)C1CCCCC1)Cl)=CC1=CC=CC=C1)Cl